Cl.CN1C=C(C2=CC=CC=C12)C1=CNC=C1C1=CN(C2=CC=CC=C12)C1CCN(CC1)CC1=NC=CC=C1 3-(1-methyl-1H-indol-3-yl)-4-[1-[1-(pyridin-2-ylmethyl)piperidin-4-yl]-1H-indol-3-yl]-1H-pyrrole monohydrochloride